(R)-5-(2-(dimethylamino)ethoxy)-N-(1-(3-(1-(2-methoxyethyl)-1H-pyrazol-3-yl)-5-(1-methyl-1H-pyrazol-4-yl)phenyl)ethyl)-2-methylbenzamide CN(CCOC=1C=CC(=C(C(=O)N[C@H](C)C2=CC(=CC(=C2)C=2C=NN(C2)C)C2=NN(C=C2)CCOC)C1)C)C